BrC=1C(=C(C(=O)OC(C)(C)C)C(=CC1)COCC(F)F)OCOC tert-butyl 3-bromo-6-((2,2-difluoroethoxy)methyl)-2-(methoxymethoxy)benzoate